C(C)OC(C(NO)C#N)=O.CO\N=C(\C(=O)NC)/C1=C(C=CC=C1)CO/N=C(\C)/C1=CC(=CC=C1)C(F)(F)F (2E)-2-(methoxyimino)-N-methyl-2-(2-{[({(1E)-1-[3-(trifluoromethyl)phenyl]ethylidene}amino)-oxy]methyl}phenyl)ethanamide ethyl-2-cyano-2-(hydroxyl-amino)acetate